C(CCC)[Sn](C=1C=NN2C1OCC2)(CCCC)CCCC Tributyl(2,3-dihydropyrazolo[5,1-b]oxazol-7-yl)stannane